(2S,5S)-5-[(2S,3S)-2-(2-Benzofuran-2-yl-acetylamino)-3-methyl-pentanoylamino]-4-oxo-1,2,4,5,6,7-hexahydro-azepino[3,2,1-hi]indole-2-carboxylic acid (1H-[1,2,3]triazol-4-ylmethyl)-amide N1N=NC(=C1)CNC(=O)[C@H]1N2C3=C(C=CC=C3C1)CC[C@@H](C2=O)NC([C@H]([C@H](CC)C)NC(CC=2OC1=C(C2)C=CC=C1)=O)=O